2-cyano-3-(2-propen-1-yloxy)-pyridin-4-one C(#N)C1=NC=CC(C1OCC=C)=O